FC(C1=NN2C(N=C(C=C2NCC(C2=CC=C(C=C2)F)N2CC3(C2)CCC(CC3)O)C(F)(F)F)=C1)(F)F 2-(2-((2,5-bis(trifluoromethyl)pyrazolo[1,5-a]pyrimidin-7-yl)amino)-1-(4-fluorophenyl)ethyl)-2-azaspiro[3.5]nonan-7-ol